ClC=1C=C(C=C(C1)C(F)(F)F)C1(CC(=NO1)C1=C2C=CN=CC2=C(C=C1)C(=O)NCC1CC1)C(F)(F)F 5-[5-[3-chloro-5-(trifluoromethyl)phenyl]-4,5-dihydro-5-(trifluoromethyl)-3-isoxazolyl]-N-(cyclopropylmethyl)-8-isoquinoline-carboxamide